N-BOC-1,9-nonanediamine C(=O)(OC(C)(C)C)NCCCCCCCCCN